BrC1=CN=C(C(=N1)N)Cl 6-bromo-3-chloro-pyrazin-2-amine